C(C)(C)(C)OC(=O)N1CC(N(CC1)C1=C(C=C(C=C1)N)N)CC(=O)O 2-(4-(tert-butyloxycarbonyl)-1-(2,4-diaminophenyl)piperazin-2-yl)acetic acid